[Br-].CN1CN(C=C1)C 1,3-dimethyl-imidazole bromide